trans-benzoquinone C1(C=CC(C=C1)=O)=O